FC=1C(=CC2=C(C(NC=3CNC[C@H](C23)N(C(=O)C=2NC3=CC(=C(C=C3C2)F)F)C)=O)C1)F (S)-N-(8,9-Difluoro-6-oxo-1,2,3,4,5,6-hexahydrobenzo[c][1,7]naphthyridin-1-yl)-5,6-difluoro-N-methyl-1H-indole-2-carboxamide